10-(2-(2-(3-oxa-7-azabicyclo[3.3.1]nonan-7-yl)ethoxy)ethyl)-3,7-di(1H-indazol-5-yl)-10H-phenoxazine C12COCC(CN(C1)CCOCCN1C3=CC=C(C=C3OC=3C=C(C=CC13)C=1C=C3C=NNC3=CC1)C=1C=C3C=NNC3=CC1)C2